NC1=NC=C(C=N1)C=1N=C(C2=C(N1)C(=C(S2)CN2CCN(CC2)C([C@H](C)O)=O)C)SN2CCOCC2 (S)-1-(4-((2-(2-aminopyrimidin-5-yl)-7-methyl-4-morpholinothiothieno[3,2-d]pyrimidin-6-yl)methyl)piperazin-1-yl)-2-hydroxypropan-1-one